2-((1R,2S,5S)-2-benzyl-3-azabicyclo[3.1.0]hexan-3-yl)-6-((R)-2-methylmorpholino)pyrimidin-4(3H)-one C(C1=CC=CC=C1)[C@H]1[C@@H]2C[C@@H]2CN1C1=NC(=CC(N1)=O)N1C[C@H](OCC1)C